azobis(2-methylpropionamidine) dihydrochloride Cl.Cl.N(=NC(C(=N)N)(C)C)C(C(=N)N)(C)C